NC1=NC=C(C2=C1C=NN2COCC[Si](C)(C)C)NC(C(N2[C@H](CC[C@@H](C2)C)C2CCOCC2)=O)=O N-[4-amino-1-(2-trimethylsilylethoxymethyl)pyrazolo[4,3-c]pyridin-7-yl]-2-oxo-2-[(2R,5S)-5-methyl-2-tetrahydropyran-4-yl-1-piperidyl]acetamide